4,4'-oxybisbenzenamine O(C1=CC=C(C=C1)N)C1=CC=C(C=C1)N